(2S)-2-amino-4-[{(1R)-1-[1-benzyl-4-(2,5-difluorophenyl)-1H-pyrrol-2-yl]-2,2-dimethylpropyl}(glycoloyl)amino]-N-[3-({2-[(bromoacetyl)amino]ethyl}amino)-3-oxopropyl]butanamide N[C@H](C(=O)NCCC(=O)NCCNC(CBr)=O)CCN(C(CO)=O)[C@H](C(C)(C)C)C=1N(C=C(C1)C1=C(C=CC(=C1)F)F)CC1=CC=CC=C1